4-(6-oxo-7,8-dihydro-5H-thiopyrano[4,3-d]pyrimidin-2-yl)piperazine-1-carboxylic acid tert-butyl ester C(C)(C)(C)OC(=O)N1CCN(CC1)C=1N=CC2=C(N1)CCS(C2)=O